FC=1C(=NC(=NC1)NC=1C=NC(=CC1)OC)OC=1C=C(C=CC1)NC(C=C)=O N-(3-(5-fluoro-2-(6-methoxypyridin-3-ylamino)pyrimidin-4-yloxy)phenyl)acrylamide